6-((1R,3r,5S)-3-amino-8-azabicyclo[3.2.1]oct-8-yl)-3-(7-chloro-2-methylbenzo[d]thiazol-6-yl)-1H-pyrazolo[3,4-d]pyrimidine-4-carbonitrile NC1C[C@H]2CC[C@@H](C1)N2C2=NC(=C1C(=N2)NN=C1C1=C(C2=C(N=C(S2)C)C=C1)Cl)C#N